N2-(((9H-fluoren-9-yl)methoxy)carbonyl)-N4,N4-dimethyl-L-asparagine C1=CC=CC=2C3=CC=CC=C3C(C12)COC(=O)N[C@@H](CC(N(C)C)=O)C(=O)O